ClC=1C=CC2=C(N(C[C@H](O2)C(=O)NC23CC(C2)(C3)NC(COC3=CC(=C(C=C3)Cl)F)=O)CC(C)(C)OC)C1 (2S)-6-chloro-N-{3-[2-(4-chloro-3-fluorophenoxy)acetamido]bicyclo[1.1.1]pentan-1-yl}-4-(2-methoxy-2-methylpropyl)-3,4-dihydro-2H-1,4-benzoxazine-2-carboxamide